2-(pent-4-en-1-yl)propane-1,3-diol C(CCC=C)C(CO)CO